5-[(1R)-1-(3,5-dichloro-2-methyl-4-pyridyl)ethoxy]-6-methoxy-3-[6-(2-methylsulfonyl-2,6-diazaspiro[3.3]heptan-6-yl)-3-pyridyl]-1H-indazol ClC=1C(=NC=C(C1[C@@H](C)OC=1C=C2C(=NNC2=CC1OC)C=1C=NC(=CC1)N1CC2(CN(C2)S(=O)(=O)C)C1)Cl)C